C1(=CC=CC=C1)C1=NN(C=2CN(CCC21)C(=O)OC(C)(C)C)COCC[Si](C)(C)C tert-Butyl 3-phenyl-1-((2-(trimethylsilyl)ethoxy)methyl)-4,5-dihydro-1H-pyrazolo[3,4-c]pyridine-6(7H)-carboxylate